2-amino-1-methyl-5-(p-tolyl)-1H-pyrrole-3-carboxylic acid ethyl ester C(C)OC(=O)C1=C(N(C(=C1)C1=CC=C(C=C1)C)C)N